benzodiazepin-2-amine N=1N(C=CC=C2C1C=CC=C2)N